2-methyl-4-oxooxolane-3-carbonitrile CC1OCC(C1C#N)=O